[3-[(2S)-3-tert-butoxy-2-[(3R)-1-tert-butoxycarbonylpyrrolidin-3-yl]-3-oxopropyl]phenyl]boronic acid C(C)(C)(C)OC([C@@H](CC=1C=C(C=CC1)B(O)O)[C@@H]1CN(CC1)C(=O)OC(C)(C)C)=O